C(C)(C)(C)OC(=O)N1CCC(=CC1)C1=CC(=C(C=C1)C=1N=NN(C1)C1=CC=C(C=C1)C1=CCN(CC1)C(=O)OC(C)(C)C)C tert-Butyl 4-(4-(4-(4-(1-(tert-butoxycarbonyl)-1,2,3,6-tetrahydropyridin-4-yl)-2-methylphenyl)-1H-1,2,3-triazol-1-yl)phenyl)-5,6-dihydropyridine-1(2H)-carboxylate